C1(=CC=CC=C1)[C@@]1([C@H](O)[C@H](O)[C@@H](CO)O1)N1C=NC=2C(=O)N3C(NC=C3)=NC12 phenyl-1,N2-ethenoguanosine